1-[5-(2-fluorophenyl)-1-(pyridin-3-ylsulfonyl)-1H-pyrrol-3-yl]-N-methylmethylamine FC1=C(C=CC=C1)C1=CC(=CN1S(=O)(=O)C=1C=NC=CC1)CNC